The molecule is a ketoaldonic acid phosphate that is the 6-phospho derivative of 2-dehydro-D-gluconic acid. It has a role as a mouse metabolite. It derives from a 2-dehydro-D-gluconic acid. It is a conjugate acid of a 6-phospho-2-dehydro-D-gluconate(1-). C([C@H]([C@H]([C@@H](C(=O)C(=O)O)O)O)O)OP(=O)(O)O